FC1=CC=C(C=C1)C=1C=C2C(=NC=NC2=C(C1)OC)NC1C(C1)C1=CC=CC=C1 6-(4-Fluorophenyl)-8-methoxy-N-(2-phenylcyclopropyl)quinazolin-4-amine